C(#N)C1=C(C=C(C=C1)C1=CC(=NN1C1=C(C=C(C=C1)I)F)C(=O)O)F 5-(4-Cyano-3-fluorophenyl)-1-(2-fluoro-4-iodophenyl)-1H-pyrazole-3-carboxylic acid